3-(4-(5-((1-(4-((5-chloro-4-((2-(dimethylphosphono)phenyl)amino)pyrimidin-2-yl)amino)-3-methoxyphenyl)piperidin-4-yl)amino)pentyl)-1-oxoisoindolin-2-yl)piperidine-2,6-dione ClC=1C(=NC(=NC1)NC1=C(C=C(C=C1)N1CCC(CC1)NCCCCCC1=C2CN(C(C2=CC=C1)=O)C1C(NC(CC1)=O)=O)OC)NC1=C(C=CC=C1)P(=O)(OC)OC